3-[1,3-Dioxo-5-(1H-[1,2,3]triazol-4-yl)-1,3-dihydroisoindol-2-yl]biphenyl-4-carboxylic acid 2-{[(2S)-2-amino-3-methylbutanoyl]oxy}ethyl ester N[C@H](C(=O)OCCOC(=O)C1=C(C=C(C=C1)C1=CC=CC=C1)N1C(C2=CC=C(C=C2C1=O)C=1N=NNC1)=O)C(C)C